5-[4-(1H-1,3-benzodiazol-5-yl)-1,2,3-triazol-1-yl]-1-oxo-3H-isoindol-2-ylpiperidine-2,6-dione N1C=NC2=C1C=CC(=C2)C=2N=NN(C2)C=2C=C1CN(C(C1=CC2)=O)N2C(CCCC2=O)=O